ClS(=O)NC1=C(C=CC=C1)C N-(chlorosulfinyl)-2-methylaniline